The molecule is a tripeptide composed of L-Met, L-Leu and L-Phe in a linear sequence with a formyl group at the amino terminus. It acts as a potent inducer of leucocyte chemotaxis and macrophage activator as well as a ligand for the FPR receptor. CC(C)C[C@@H](C(=O)N[C@@H](CC1=CC=CC=C1)C(=O)O)NC(=O)[C@H](CCSC)NC=O